C(C1=CC=CC=C1)(=O)OC(CCCCCCCCCCC)Cl 1-chlorododecyl benzoate